Trans-N-[3-[4-[4-(3-cyano-4-methoxy-pyrazolo[1,5-a]pyridin-6-yl)-5-methyl-pyrazol-1-yl]-1-piperidinyl]cyclobutyl]carbamic acid tert-butyl ester C(C)(C)(C)OC(N[C@@H]1C[C@H](C1)N1CCC(CC1)N1N=CC(=C1C)C=1C=C(C=2N(C1)N=CC2C#N)OC)=O